tert-butyl (2-(3-(imino(1-methyl-2,3-dihydro-1H-pyrrolo[2,3-c]pyridin-5-yl)methyl)thioureido)pyridin-3-yl)(methyl)carbamate N=C(NC(NC1=NC=CC=C1N(C(OC(C)(C)C)=O)C)=S)C=1C=C2C(=CN1)N(CC2)C